chromium (iii) carbonate C([O-])([O-])=O.[Cr+3].C([O-])([O-])=O.C([O-])([O-])=O.[Cr+3]